C1=CC=CC=2C3=CC=CC=C3C(C12)COC(=O)N[C@H](C(=O)O)CC1=C(C=CC(=C1)F)F (S)-2-((((9H-fluoren-9-yl)methoxy)carbonyl)amino)-3-(2,5-difluorophenyl)propanoic acid